CC1=CC(=NC(=N1)SCC=1SC(=NN1)C1=CC=CC=C1)N 6-methyl-2-{[(5-phenyl-1,3,4-thiadiazol-2-yl)methyl]sulfanyl}pyrimidin-4-amine